7-isopropyl-9-oxo-10-thia-9,10-dihydroanthracene C(C)(C)C1=CC=C2SC=3C=CC=CC3C(C2=C1)=O